CN1C(C(=CC2=C(C=C(C=C12)OCCOC1OCCCC1)N1CCN(C2=CC(=C(C=C12)C#N)C=1C=NN(C1)C)C)C)=O 4-(1,3-dimethyl-2-oxo-7-(2-((tetrahydro-2H-pyran-2-yl)oxy)ethoxy)-1,2-dihydroquinolin-5-yl)-1-methyl-7-(1-methyl-1H-pyrazol-4-yl)-1,2,3,4-tetrahydroquinoxaline-6-carbonitrile